C(C1=CC=CC=C1)N1CC2(CC1)CCC(CC2)N[C@H](CCCCN2CCCCC2)C(=O)N2[C@@H](CN(CC2)C(=O)OC2=C(C(=C(C=C2)C)C)Cl)C(NCC=2SC=CC2)=O 2-chloro-3,4-dimethylphenyl (3S)-4-[N-(2-benzyl-2-azaspiro[4.5]dec-8-yl)-6-piperidin-1-yl-D-norleucyl]-3-[(thiophen-2-ylmethyl)carbamoyl]piperazine-1-carboxylate